CN(S(=O)(=O)NC1C(N(CCC1)C(=O)OC(C)(C)C)CC=1C=C(C=CC1)C1=C(C=CC=C1)O)C tert-butyl 3-((N,N-dimethylsulfamoyl)amino)-2-((2'-hydroxy-[1,1'-biphenyl]-3-yl)methyl)piperidine-1-carboxylate